4-[3-[(2S)-4-[(tert-butoxycarbonyl)amino]-4-carbamoylbutoxy]-2-fluorophenyl]butanoic acid C(C)(C)(C)OC(=O)NC(CCCOC=1C(=C(C=CC1)CCCC(=O)O)F)C(N)=O